1,1,1,3,3,3-hexafluoro-2-(4'-((8-((4-fluorophenyl)sulfonyl)-3,8-diazabicyclo[3.2.1]octan-3-yl)methyl)-2'-methyl-[1,1'-biphenyl]-4-yl)propan-2-ol FC(C(C(F)(F)F)(O)C1=CC=C(C=C1)C1=C(C=C(C=C1)CN1CC2CCC(C1)N2S(=O)(=O)C2=CC=C(C=C2)F)C)(F)F